COC1=C(CNC2=NC=NC3=C(C=CC=C23)C(=O)NC2=C3C=CN=C(C3=CC=C2C)NC=2C=NC(=CC2)N(C)C)C=CC(=C1)OC 4-((2,4-dimethoxybenzyl)amino)-N-(1-((6-(dimethylamino)pyridin-3-yl)amino)-6-methylisoquinolin-5-yl)quinazoline-8-carboxamide